3-(2-(5-(4-fluorobenzylidene)-3-phenyl-4-oxothiazolidin-2-ylidene)hydrazono)-5-chloro-1H-indol-2-one FC1=CC=C(C=C2C(N(C(S2)=NN=C2C(NC3=CC=C(C=C23)Cl)=O)C2=CC=CC=C2)=O)C=C1